OC1=CC=C2CC(COC2=C1)C1=C(C(=C(C=C1)OC)OC)O 7,2'-dihydroxyl-3',4'-dimethoxyisoflavane